4-(2-methoxy-phenyl)piperazine COC1=C(C=CC=C1)N1CCNCC1